2,4-dichlorobenzene chloride [Cl-].ClC1=CC=CC(=C1)Cl